C(N)(=O)[C@@H]1CN(CC1)C(CN1C(=NC2=C3CC[C@@H](NC3=CC=C21)C)CCN2N=CC=C2)=O (7S)-3-{2-[(3S)-3-Carbamoylpyrrolidin-1-yl]-2-oxoethyl}-7-methyl-2-[2-(1H-pyrazol-1-yl)ethyl]-3H,6H,7H,8H,9H-imidazo[4,5-f]chinolin